6-((4-((2-(Dimethylamino)-4-phenylthiazol-5-yl)oxy)pyridin-2-yl)amino)picolinic acid CN(C=1SC(=C(N1)C1=CC=CC=C1)OC1=CC(=NC=C1)NC1=CC=CC(=N1)C(=O)O)C